CC=1C=C2C(C=C(OC2=C(C1)C(C)NC1=C(C(=O)O)C=CC=C1)N1CC2(CCC1)CCOCC2)=O 2-[1-[6-Methyl-2-(9-oxa-2-azaspiro[5.5]undecan-2-yl)-4-oxo-chromen-8-yl]ethylamino]benzoic acid